C(C1=CC=CC=C1)NC(=O)N1N(CC(N2[C@@H]1CN(C([C@@H]2CC2=CC=C(C=C2)O)=O)CC2=C1C=CC=NC1=CC=C2)=O)CC2=CC(=NO2)C2=CC=CC=C2 (6S,9aS)-N-benzyl-6-(4-hydroxybenzyl)-4,7-dioxo-2-((3-phenylisoxazol-5-yl)methyl)-8-(quinolin-5-ylmethyl)octahydro-1H-pyrazino[2,1-c][1,2,4]triazine-1-carboxamide